1-(3,3-Dimethylcyclohexyl)ethanone methyl-3,4-dimethyl-2-nitrobenzoate COC(C1=C(C(=C(C=C1)C)C)[N+](=O)[O-])=O.CC1(CC(CCC1)C(C)=O)C